NCC1=CC=C(C=C1)C=1C=C2C(=CNC2=CC1)NC(=O)NC1=CC=C(C=C1)C(F)(F)F 1-(5-(4-(aminomethyl)phenyl)-1H-indol-3-yl)-3-(4-(trifluoromethyl)phenyl)urea